C1=CCN2C1=CN=C1C(=C2)C=CC=C1 benzo[e]pyrrolo[1,2-a][1,4]diazepin